4-{3-(cyanomethyl)-3-[4-(7H-pyrrolo[2,3-d]pyrimidin-4-yl)-1H-pyrazol-1-yl]azetidin-1-yl}-N-(3,5-difluorophenyl)piperidine-1-carboxamide C(#N)CC1(CN(C1)C1CCN(CC1)C(=O)NC1=CC(=CC(=C1)F)F)N1N=CC(=C1)C=1C2=C(N=CN1)NC=C2